4-methyl-7,14-dioxa-10,19,20-triazatetracyclo[13.5.2.12,6.018,21]tricosa-1(20),2(23),3,5,15,17,21-heptaen-9-one CC1=CC=2C3=NNC4=CC=C(OCCCNC(COC(=C1)C2)=O)C=C34